(R)-2-amino-1-(4-methoxyphenyl)ethan-1-ol NC[C@H](O)C1=CC=C(C=C1)OC